4-[[3-(2,6-dioxo-3-piperidyl)-1-methyl-indazol-6-yl]amino]piperidine-1-carboxylic acid tert-butyl ester C(C)(C)(C)OC(=O)N1CCC(CC1)NC1=CC=C2C(=NN(C2=C1)C)C1C(NC(CC1)=O)=O